BrC1=CN=C(N1C)C(=O)NC1=CC(=C(C=C1)C(=O)N1CCN(CC1)C(CN(C)C)=O)Cl 5-bromo-N-[3-chloro-4-[4-[2-(dimethylamino)acetyl]piperazine-1-carbonyl]phenyl]-1-methyl-imidazole-2-carboxamide